2-benzyl-2-dimethylamino-1-(4-morpholinylbenzyl)-1-butanone C(C1=CC=CC=C1)C(C(=O)CC1=CC=C(C=C1)N1CCOCC1)(CC)N(C)C